FC1=C(C(=CC=C1)C(F)(F)F)N1CCC(CC1)C1=CC=2C(=NC=CN2)N(C1=O)CC1=NC=CN=C1C 7-(1-(2-Fluoro-6-(trifluoromethyl)phenyl)piperidin-4-yl)-5-((3-methylpyrazin-2-yl)methyl)pyrido[2,3-b]pyrazin-6(5H)-one